N-(5-(2-Bromo-3-(2-(dimethylamino)vinyl)-6-fluoro-4-nitrophenoxy)-2-fluorophenyl)formamide BrC1=C(OC=2C=CC(=C(C2)NC=O)F)C(=CC(=C1C=CN(C)C)[N+](=O)[O-])F